4-amino-N,1-dimethyl-N-((3R)-5-(trifluoromethyl)-2,3-dihydrofuro[2,3-b]pyridin-3-yl)-1H-pyrazolo[4,3-c]quinoline-8-carboxamide NC1=NC=2C=CC(=CC2C2=C1C=NN2C)C(=O)N([C@H]2COC1=NC=C(C=C12)C(F)(F)F)C